C[C@@H]1NC[C@H]1CS(=O)(=O)C (2S,3R)-2-methyl-3-((methylsulfonyl)methyl)azetidine